(R)-N-Benzyl-N-[[(2S)-3,4-Dihydro-2H-Pyran-2-Yl]Methyl]-2-Methyl-Propane-2-Sulfinamide C(C1=CC=CC=C1)N([S@](=O)C(C)(C)C)C[C@H]1OC=CCC1